C1(CC1)C=1C=CC=2N(C1)C=C(N2)CN(C(OC(C)(C)C)=O)C2=CC(=C(C=C2)S(=O)(=O)C)NC(=O)[C@@H]2[C@H](C2)C2=NC=CC(=N2)C |r| rac-tert-butyl ((6-cyclopropylimidazo[1,2-a]pyridin-2-yl)methyl)(3-((1S*,2S*)-2-(4-methylpyrimidin-2-yl)cyclopropane-1-carboxamido)-4-(methylsulfonyl)phenyl)carbamate